COC=1C=C(C=C(C1)OC)[C@@H](C)NC1=C2C(N(C(C2=CC=C1)=O)C1C(NC(CC1)=O)=O)=O 4-(((R)-1-(3,5-dimethoxyphenyl)ethyl)amino)-2-(2,6-dioxopiperidin-3-yl)isoindoline-1,3-dione